ClC1=C(C=O)C=CC(=C1[N+](=O)[O-])F 2-chloro-4-fluoro-3-nitrobenzaldehyde